C([O-])([2H])([2H])[2H] (2H3)methanolate